[O-]C(=O)[C@H](O)[C@@H](O)[C@H](O)[C@H](O)C(=O)[O-].[Ca+2] calcium d-saccharate